C1(CCC2=CC=CC=C12)C1OCOCC1 indanyl-2,4-dioxane